eicosoxy-ethylene C(CCCCCCCCCCCCCCCCCCC)OC=C